(2R,6S)-2-methyl-6-(2-methylpyridin-4-yl)morpholine C[C@@H]1CNC[C@@H](O1)C1=CC(=NC=C1)C